(2-((5-Chloro-2-((1-isopropyl-1H-pyrazolo[4,3-c]pyridin-6-yl)amino)pyrimidin-4-yl)amino)phenyl)dimethylphosphine oxide ClC=1C(=NC(=NC1)NC1=CC2=C(C=N1)C=NN2C(C)C)NC2=C(C=CC=C2)P(C)(C)=O